(3S,4S,5R)-3-(2-methoxy-3-(trifluoromethyl)phenyl)-4,5-dimethyl-5-(trifluoromethyl)tetrahydrofuran-2-carbonitrile COC1=C(C=CC=C1C(F)(F)F)[C@H]1C(O[C@]([C@H]1C)(C(F)(F)F)C)C#N